C(C)(=O)NC1[C@H]2CN(C[C@@H]1CC2)C2=NN=C(S2)C=2C(=CC(=NC2)Cl)NC(C(=O)N)=C (R)-2-((5-(5-((1R,5s,8s)-8-acetamido-3-azabicyclo[3.2.1]oct-3-yl)-1,3,4-thiadiazol-2-yl)-2-chloropyridin-4-yl)amino)acrylamide